ClC1=C2C(=NC(=C1)NC1=NN(C=C1C)C)C(=CS2)C2=CC=NC=C2 7-chloro-N-(1,4-dimethyl-1H-pyrazol-3-yl)-3-(pyridin-4-yl)thieno[3,2-b]pyridin-5-amine